SCC(=O)OC(CC)(OC(CS)=O)OC(CS)=O propanetriol tris(2-mercapto acetate)